3-((3R,5S)-3-((5-(5-(hydroxymethyl)thiazol-2-yl)-1H-pyrrolo[2,3-b]pyridin-4-yl)amino)-5-methylpiperidin-1-yl)-3-oxopropanenitrile OCC1=CN=C(S1)C=1C(=C2C(=NC1)NC=C2)N[C@H]2CN(C[C@H](C2)C)C(CC#N)=O